C(C)(C)(C)C=1N=CC(=NC1)N1C(O[C@@]2(C1)C[C@@H](C(CC2)(F)F)CN2C=NC1=C2C=C(C=C1)C#N)=O 1-(((5R,7R)-3-(5-(tert-Butyl)pyrazin-2-yl)-8,8-difluoro-2-oxo-1-oxa-3-azaspiro[4.5]decan-7-yl)methyl)-1H-benzo[d]imidazole-6-carbonitrile